C(CCC)N(C(=O)NC1=CC=C2C(=N1)C(=CN2)C=2CC1CCCCN1CC2)CCC N-butyl-N-propyl-N'-(3-(1,4,5,6,7,8,9-heptahydroquinolizin-2-yl)pyrrolo[3,2-b]pyridin-5-yl)urea